2-chloro-5-methyl-oxazole-4-carboxylic acid ClC=1OC(=C(N1)C(=O)O)C